3-(((5-chloro-3-(difluoromethyl)-1-(2,4-difluorophenyl)-1H-pyrazol-4-yl)methyl)sulfonyl)-5-ethyl-5-methyl-4,5-dihydroisoxazole ClC1=C(C(=NN1C1=C(C=C(C=C1)F)F)C(F)F)CS(=O)(=O)C1=NOC(C1)(C)CC